3-hydroxy-4-(p-toluylamino)butyrylhydrazine OC(CC(=O)NN)CNC1=CC=C(C=C1)C